N1(CCOCC1)C(=O)C1=CC=C(C2=C1OCCO2)NC=2N=C(C1=C(N2)NC=C1C#N)NC1COC1 2-((8-(morpholine-4-carbonyl)-2,3-dihydrobenzo[b][1,4]dioxin-5-yl)amino)-4-(oxetan-3-ylamino)-7H-pyrrolo[2,3-d]pyrimidine-5-carbonitrile